C(=O)O.C1(CCCCC1)CC[C@@]1(CN(CCC1)C1=CC(=C(C(=C1)F)S(=O)(=O)NC1=NC=NC=C1)F)N(C)C (R)-4-(3-(2-Cyclohexylethyl)-3-(dimethylamino)piperidin-1-yl)-2,6-difluoro-N-(pyrimidin-4-yl)benzenesulfonamide formate